3-(3-methyl-2-oxo-2,3-dihydro-1H-benzo[d]imidazol-5-yl)benzoic acid CN1C(NC2=C1C=C(C=C2)C=2C=C(C(=O)O)C=CC2)=O